10,16-dioxo-3,6,20,23-tetraoxa-9,17-diazapentacosan O=C(NCCOCCOCC)CCCCCC(NCCOCCOCC)=O